ethyl 3-cyclopropyl-1,2,4-thiadiazole-5-carboxylate C1(CC1)C1=NSC(=N1)C(=O)OCC